Cl.Cl.NC1=CC=CC(=N1)C(=O)C1CCN(CC1)C (6-aminopyridin-2-yl)-(1-methylpiperidin-4-yl)-methanone dihydrochloride